O=C1CC(N(C2=C(N1)C1=CC=CC=C1C=C2)C=2C=C(C#N)C=C(C2)C)=O 3-(2,4-Dioxo-1,2,3,4-tetrahydro-5H-naphtho[1,2-b][1,4]diazepin-5-yl)-5-methylbenzonitrile